C1(CC1)CNC=1C=C2C(=NC(=NC2=CC1)C)SCC(=O)C1=CC=C(S1)CNC(CO)=O N-((5-(2-((6-((cyclopropylmethyl)amino)-2-methylquinazolin-4-yl)thio)acetyl)thiophen-2-yl)methyl)-2-hydroxyacetamide